C(#N)C=1C(=C(C=CC1)NC1=C(C#N)C=CC(=N1)C1CC1)F 2-((3-cyano-2-fluorophenyl)amino)-6-cyclopropylnicotinonitrile